ClC1=C(C=CC=C1)Cl.[F].[Si] silicon fluorine dichlorobenzene